4-{[5-{[(2-Hydroxyethyl)amino]methyl}-7-methyl-2-(2-methylbiphenyl-3-yl)-1,3-benzoxazol-6-yl]oxy}butannitril OCCNCC=1C(=C(C2=C(N=C(O2)C=2C(=C(C=CC2)C2=CC=CC=C2)C)C1)C)OCCCC#N